(2-chloro-5-methoxy-4-pyridinyl)-3-hydroxy-6-(trifluoromethyl)indolin-2-one tert-butyl-10-((6-oxo-4-phenylpyrimidin-1(6H)-yl)methyl)-7-azaspiro[4.5]dec-9-ene-7-carboxylate C(C)(C)(C)OC(=O)N1CC2(CCCC2)C(=CC1)CN1C=NC(=CC1=O)C1=CC=CC=C1.ClC1=NC=C(C(=C1)N1C(C(C2=CC=C(C=C12)C(F)(F)F)O)=O)OC